C(O)(=O)OCC1=CC=C(C=C1)N para-aminobenzyl alcohol carbonate